5-chloro-2-fluoro-3-nitrobenzoic acid methyl ester COC(C1=C(C(=CC(=C1)Cl)[N+](=O)[O-])F)=O